7-[1-(2,2-difluoroethyl)-3-methyl-1H-pyrazolo[3,4-d]pyrimidin-6-yl]-2-[2-methyl-6-(trifluoromethyl)pyrimidin-4-yl]-2,7-diazaspiro[3.5]nonane FC(CN1N=C(C=2C1=NC(=NC2)N2CCC1(CN(C1)C1=NC(=NC(=C1)C(F)(F)F)C)CC2)C)F